CP(=O)(C)C=1C=NN2C1CNCC2 3-dimethylphosphoryl-4,5,6,7-tetrahydropyrazolo[1,5-a]pyrazine